8-(3-{[2-(dimethylamino)ethanesulfonyl]methyl}azetidin-1-yl)isoquinolin CN(CCS(=O)(=O)CC1CN(C1)C=1C=CC=C2C=CN=CC12)C